5-((1-(3-(5-oxo-5,6-dihydro-1,6-naphthyridin-7-yl)propyl)piperidin-4-yl)amino)pyridinecarbonitrile O=C1C=2C=CC=NC2C=C(N1)CCCN1CCC(CC1)NC=1C=CC(=NC1)C#N